O[C@@H]1C[C@H](N(C1)C([C@H](C(C)(C)C)NC(CCCCCCC(=O)N1CCNCC1)=O)=O)C(NCC1=CC=C(C=C1)C1=C(N=CS1)C)=O 4-(8-(((S)-1-((2S,4R)-4-hydroxy-2-((4-(4-methylthiazol-5-yl)benzyl)carbamoyl)pyrrolidin-1-yl)-3,3-dimethyl-1-oxobutan-2-yl)amino)-8-oxooctanoyl)piperazin